C(C)(C)N1CC2=C(CC1)C(=C(S2)NC(=O)C2CC(C2)NCCOC)C=2SC1=C(N2)C=CC(=C1)C=1C=NC(=CC1)N1CCNCC1 N-(6-isopropyl-3-(6-(6-(piperazin-1-yl)pyridin-3-yl)benzo[d]thiazol-2-yl)-4,5,6,7-tetrahydrothieno[2,3-c]pyridin-2-yl)-3-((2-methoxyethyl)amino)cyclobutane-1-carboxamide